COC1=C2C=C(NC2=CC=C1)C(=O)N[C@H](C(CN(C(\C=C\C(C)=O)=O)C[C@H]1C(NCC1)=O)=O)CC(C)C 4-Methoxy-N-((S)-5-methyl-2-oxo-1-((E)-4-oxo-N-(((S)-2-oxopyrrolidin-3-yl)methyl)pent-2-enamido)hexan-3-yl)-1H-indole-2-carboxamide